N-benzylidene-2,4-dichloroaniline C(C1=CC=CC=C1)=NC1=C(C=C(C=C1)Cl)Cl